4-methyl-8-((2-methyl-4-(4-(trifluoromethyl)piperidin-1-yl)phenyl)amino)-4,5-dihydrobenzo[f][1,4]oxazepin-3(2H)-one CN1C(COC2=C(C1)C=CC(=C2)NC2=C(C=C(C=C2)N2CCC(CC2)C(F)(F)F)C)=O